Cl.ClC1=C(C(=NC=C1)F)CN (4-chloro-2-fluoropyridin-3-yl)methylamine HCl salt